perfluoro-4-methyl-3,6-dioxa-7-octene-1-sulfonyl fluoride FC(C(OC(C(OC(=C(F)F)F)(F)F)(C(F)(F)F)F)(F)F)(S(=O)(=O)F)F